(2S)-2-[(4R)-2-oxo-4-propyltetrahydro-1H-pyrrole-1-yl]butanamide O=C1N(C[C@@H](C1)CCC)[C@H](C(=O)N)CC